N-(3-(5-(((1-acetylpiperidin-4-yl)amino)methyl)-3'-chloro-6-methoxy-[2,4'-bipyridin]-2'-yl)-2-methylphenyl)-4-methoxy-5-((((5-oxopyrrolidin-2-yl)methyl)amino)methyl)picolinamide C(C)(=O)N1CCC(CC1)NCC=1C=CC(=NC1OC)C1=C(C(=NC=C1)C=1C(=C(C=CC1)NC(C1=NC=C(C(=C1)OC)CNCC1NC(CC1)=O)=O)C)Cl